N4-[2-(6-methyl-2-pyridyl)pyrimidin-4-yl]-N2-[4-methyl-3-(thiomorpholinomethyl)phenyl]pyrimidine-2,4-diamine CC1=CC=CC(=N1)C1=NC=CC(=N1)NC1=NC(=NC=C1)NC1=CC(=C(C=C1)C)CN1CCSCC1